CN(CCCCNC(C1=CC=C(C=C1)C=1C=C2C=CC=NC2=C(C1)O)=O)C N-(4-(dimethylamino)butyl)-4-(8-hydroxyquinolin-6-yl)benzamide